CCCCCC(CCCCCCCCCCCC(=O)[O-])O The molecule is an hydroxy saturated fatty acid anion that is the conjugate base of 13-hydroxydecanoic acid, obtained by deprotonation of the carboxy group; major species at pH 7.3. It is a conjugate base of a 13-hydroxyoctadecanoic acid.